C(#N)N1CC(CC1)NC(=O)C=1N=CN(C1)C1=CC=CC=C1 N-(1-cyanopyrrolidin-3-yl)-1-phenyl-1H-imidazole-4-carboxamide